N-((3R,4S)-1-((3-(dimethylamino)propyl)sulfonyl)-3-methylpiperidin-4-yl)-8-ethoxy-7-(1H-pyrazol-4-yl)-[1,2,4]triazolo[1,5-a]pyridin-2-amine CN(CCCS(=O)(=O)N1C[C@H]([C@H](CC1)NC1=NN2C(C(=C(C=C2)C=2C=NNC2)OCC)=N1)C)C